2,6-di-t-Butylethylphenol C(C)(C)(C)CCC1=C(C(=CC=C1)C(C)(C)C)O